COC1=C(C=CC=C1)C1=CC2=C(C(N(CO2)CCC2=CC=CC=C2)=O)C=C1 7-(2-methoxyphenyl)-3-phenethyl-2,3-dihydro-4H-benzo[e][1,3]oxazin-4-one